C(C(C)C)N1CC(C1)N1N=C(C(=C1)NC1=NC=C(C(=N1)NCCCN1C(C(CC1)(C)C)=O)C(F)(F)F)C 1-(3-((2-((1-(1-isobutylazetidin-3-yl)-3-methyl-1H-pyrazol-4-yl)amino)-5-(trifluoromethyl)pyrimidin-4-yl)amino)propyl)-3,3-dimethylpyrrolidin-2-one